1-ethyl-N-(piperidin-4-ylmethyl)-1H-pyrazolo[3,4-b]pyridine-4-amine C(C)N1N=CC2=C1N=CC=C2NCC2CCNCC2